5-(tert-butyl)-N-(2-methyl-8-(2-((1-methyl-1H-pyrazol-4-yl)amino)pyrimidin-4-yl)-2,3,4,5-tetrahydro-1H-benzo[c]azepin-5-yl)-1,3,4-oxadiazole-2-carboxamide C(C)(C)(C)C1=NN=C(O1)C(=O)NC1C2=C(CN(CC1)C)C=C(C=C2)C2=NC(=NC=C2)NC=2C=NN(C2)C